FC(C(=O)O)(F)F.ClC=1C(N(N=C(C1)C1NCCC1)CC1=CC=C(C=C1)OC)=O 4-chloro-2-(4-methoxybenzyl)-6-(pyrrolidin-2-yl)pyridazin-3(2H)-one 2,2,2-trifluoroacetate